ClC1=CC=C(N=N1)C1=CC=C(C=C1)CN1S(CC=2C1=NC(=NC2)C=2C(=NC=NC2OC)C2CC2)(=O)=O 1-[[4-(6-chloropyridazin-3-yl)phenyl]methyl]-6-(4-cyclopropyl-6-methoxy-pyrimidin-5-yl)-3H-isothiazolo[3,4-d]pyrimidine 2,2-dioxide